BrC=1C=C(C(=NC1C1=CC=C(C=C1)F)O)C#N 5-bromo-6-(4-fluorophenyl)-2-hydroxy-pyridine-3-carbonitrile